BrCCCCOC1=CC(=C(C=C1)C1CCN(CC1)C(=O)OC(C)(C)C)F tert-butyl 4-(4-(4-bromobutoxy)-2-fluorophenyl)piperidine-1-carboxylate